ethyl 2-[5-fluoro-2-(methoxymethoxy) phenyl]-2-oxo-acetate FC=1C=CC(=C(C1)C(C(=O)OCC)=O)OCOC